CC(CCN1C[C@@H](CCC1)N1C(NC2=C1C=C(C(=C2)C=2C=C(C=1N(C2)N=CN1)OC)C(C)C)=O)(C)C (R)-1-(1-(3,3-dimethylbutyl)piperidin-3-yl)-6-isopropyl-5-(8-methoxy-[1,2,4]triazolo[1,5-a]pyridin-6-yl)-1,3-dihydro-2H-benzo[d]imidazol-2-one